N1C=C(C2=CC=CC=C12)CCC1N(CCC2=CC(=C(C=C12)OC)OC)CC1CCOCC1 1-(2-(1H-indol-3-yl)ethyl)-6,7-dimethoxy-2-((tetra-hydro-2H-pyran-4-yl)methyl)-1,2,3,4-tetrahydroisoquinoline